(2S,4R)-4-(carboxymethyl)pyrrolidine-2-carboxylic acid C(=O)(O)C[C@H]1C[C@H](NC1)C(=O)O